CC(C(N(C)C)C)N(C)C cis-dimethyl(N,N,N',N'-tetramethylethylenediamine)